ethyl-pyrrolidin-3-amine C(C)N1CC(CC1)N